ClC=1C(=C(C(=O)NCCC2=CC=C(C=C2)S(N)(=O)=O)C=CC1)OC chloro-2-methoxy-N-[2-(4-sulfamoylphenyl)-ethyl]-benzamide